ClC=1N(N=C2C(N(CCC21)CC(F)F)=O)CC2=C(C=CC=C2)Cl 3-chloro-2-(2-chlorobenzyl)-6-(2,2-difluoroethyl)-2,4,5,6-tetrahydro-7H-pyrazolo[3,4-c]pyridin-7-one